2'-(2-Hydroxy-3-methylphenyl)-1',3-dimethyl-1-phenyl-3'H-spiro[pyrazole-4,9'-pyrazolo[1,2-a]indazole]-3',5(1H)-dione OC1=C(C=CC=C1C)C1=C(N2N(C=3C=CC=CC3C23C(=NN(C3=O)C3=CC=CC=C3)C)C1=O)C